methyl 1-methyl-1-(2,2,2-trifluoroethyl)-1,3-dihydrofuro[3,4-d]pyridine-6-carboxylate CC1(OCC=2C1=CC(=NC2)C(=O)OC)CC(F)(F)F